OC1CN(C1)C(CNS(=O)(=O)C)=O N-(2-(3-hydroxyazetidin-1-yl)-2-oxoethyl)methanesulfonamide